3-(3-bromophenoxy)-1,4,2-dioxazol-5-one BrC=1C=C(OC2=NOC(O2)=O)C=CC1